CNC1=CC(N(C(N1C1=CC=CC=C1)=O)C1=CC=CC=C1)=O 6-methylamino-1,3-diphenylpyrimidine-2,4(1H,3H)-dione